C12(CC3CC(CC(C1)C3)C2)CCCCCCN2CCN(CC2)C(=O)C2=NN(C(=C2C)C2=CC=C(C=C2)Cl)C2=C(C=C(C=C2)Cl)Cl (4-(6-((3r,5r,7r)-adamantan-1-yl)hexyl)piperazin-1-yl)(5-(4-chlorophenyl)-1-(2,4-dichlorophenyl)-4-methyl-1H-pyrazol-3-yl)methanone